C(C#CC)N1CCC(CC1)N1[C@@H](C(N(C=2C=NC(=NC12)NC1=C(C=C(C(=O)NC2CC2)C=C1)OC(F)(F)F)C)=O)CC (R)-4-((8-(1-(2-butynyl)piperidin-4-yl)-7-ethyl-5-methyl-6-oxo-5,6,7,8-tetrahydropteridin-2-yl)amino)-N-cyclopropyl-3-(trifluoromethoxy)benzamide